decanediamine decanoate C(CCCCCCCCC)(=O)O.C(CCCCCCCCC)(N)N